O=C1NC(CCC1N1C(C2=CC=C(C=C2C1)CNC([C@H](C1=CC=CC=C1)NC)=O)=O)=O (2S)-N-((2-(2,6-Dioxopiperidin-3-yl)-1-oxoisoindolin-5-yl)methyl)-2-(methylamino)-2-phenylacetamide